CN([C@@H](CCC(=O)O)C(=O)O)P(=O)(O)C1=CC=CC=C1 N-methyl-N-[phenyl-hydroxyphosphinyl]glutamic acid